N,N-dibenzyl-6-bromo-5-fluoro-2-(trideuteriomethoxy)pyridine-3-amine C(C1=CC=CC=C1)N(C=1C(=NC(=C(C1)F)Br)OC([2H])([2H])[2H])CC1=CC=CC=C1